tert-butyl 5-(3-chloro-5-cyano-phenyl)-2,3-dihydro-1,4-oxazine-4-carboxylate ClC=1C=C(C=C(C1)C#N)C=1N(CCOC1)C(=O)OC(C)(C)C